2,6-dimethyl-3-nitro-pyridin-4-ol CC1=NC(=CC(=C1[N+](=O)[O-])O)C